magnesium-Indium Oxide [O-2].[In+3].[Mg+2]